COC(CN1C(C2=CC=C(C(=C2[C@@]2([C@H](C2)F)C1)F)I)=O)=O 2-[(2'S,4r)-2',5-difluoro-6-iodo-1-oxo-spiro[3H-isoquinolin-4,1'-cyclopropan]-2-yl]acetic acid methyl ester